C(C)(=O)O[C@H]1[C@@H](SC2=CC(=C(C=C2)F)Br)O[C@@H]([C@@H]([C@@H]1N1N=NC(=C1)C1=CC(=C(C(=C1)F)F)F)OC(C)=O)COC(C)=O 3-Bromo-4-fluorophenyl 2,4,6-tri-O-acetyl-3-deoxy-3-[4-(3,4,5-trifluorophenyl)-1H-1,2,3-triazol-1-yl]-1-thio-α-D-galactopyranoside